3,3,4,4,4-pentafluoro-N-[(1S)-1-phenylethyl]butane-2-imine FC(C(C)=N[C@@H](C)C1=CC=CC=C1)(C(F)(F)F)F